(7R)-7-methyl-8,11,14-trioxa-4,5,19,20-tetraazatetracyclo[13.5.2.12,5.018,21]tricosa-1(20),2(23),3,15(22),16,18(21)-hexaene C[C@@H]1CN2N=CC(C3=NNC=4C=CC(OCCOCCO1)=CC34)=C2